2-methyl-2-(piperazin-1-yl)propanoic acid dihydrochloride salt Cl.Cl.CC(C(=O)O)(C)N1CCNCC1